IC1=CC=C(C(=O)OC2=C(C(=O)OC)C=C(C=C2)OC(C2=CC=C(C=C2)C#CC2=CC=C(C=C2)OCCCCCCOC(C=C)=O)=O)C=C1 methyl 2-(4-iodobenzoyl)oxy-5-[4-[2-[4-(6-prop-2-enoyloxyhexoxy)phenyl]ethynyl]benzoyl]oxy-benzoate